2-((1r,2r)-2-aminocyclohexyl)-5-chloro-3-iodo-N-(thiophen-2-ylmethyl)thieno[3,2-b]pyridin-7-amine N[C@H]1[C@@H](CCCC1)C1=C(C2=NC(=CC(=C2S1)NCC=1SC=CC1)Cl)I